BrC1=C(C(=C2C(NC=NC2=C1)=O)OCC[C@@H]1CN(CCN1)C(=O)OCC1=CC=CC=C1)Cl benzyl (R)-3-(2-((7-bromo-6-chloro-4-oxo-3,4-dihydroquinazolin-5-yl)oxy)ethyl)piperazine-1-carboxylate